tert-Butyl (7-chloro-5-(4-(morpholine-4-carboxamido)phenyl)benzofuran-2-yl)methylcarbamate ClC1=CC(=CC=2C=C(OC21)CNC(OC(C)(C)C)=O)C2=CC=C(C=C2)NC(=O)N2CCOCC2